OC1CCC(=CC1)C1=C(C=CC=C1)C1CCN(CC1)[C@H]1CC2(CN(C2)C(=O)OC(C)(C)C)CC1 tert-butyl (6R)-6-(4-(4'-hydroxy-2',3',4',5'-tetrahydro-[1,1'-biphenyl]-2-yl) piperidin-1-yl)-2-azaspiro[3.4]octane-2-carboxylate